C(=O)C1=CC=C(C(=O)OCC2C3C4CC(CC4C(C2)C3)COC(C3=CC=C(C=C3)C=O)=O)C=C1 {4-[(p-formylbenzoyloxy)methyl]tricyclo[5.2.1.02,6]dec-8-yl}methyl p-formylbenzoate